(p-aminophenyl)p-phenylenediamine NC1=CC=C(C=C1)NC1=CC=C(C=C1)N